8-(3-ethoxypropyl)-2-(methylthio)-7-oxo-7,8-dihydropyrido[2,3-d]pyrimidine-6-carbonitrile C(C)OCCCN1C(C(=CC2=C1N=C(N=C2)SC)C#N)=O